N[C@H](CC1=C(NC(=C1C(=O)OC)C)C(=O)OCC)C 2-ethyl 4-methyl (S)-3-(2-aminopropyl)-5-methyl-1H-pyrrole-2,4-dicarboxylate